NC=1C=CC(=NC1)N1N=C(C(=C1)C1=CN=C(N1C)C(=O)NC1=CC(=C(C=C1)C(=O)N1CCN(CC1)C(=O)C1CCN(CC1)C)Cl)C 5-[1-(5-amino-2-pyridinyl)-3-methyl-pyrazol-4-yl]-N-[3-chloro-4-[4-(1-methylpiperidine-4-carbonyl)piperazine-1-carbonyl]phenyl]-1-methyl-imidazole-2-carboxamide